N-(4-{[6-(5-chloro-2-fluorophenyl)-3-[methyl(4,4,4-trifluoro-3-hydroxybutyl)amino]pyridazin-4-yl]amino}pyridin-2-yl)-3-(4-methylpiperazin-1-yl)cyclobutane-1-carboxamide ClC=1C=CC(=C(C1)C1=CC(=C(N=N1)N(CCC(C(F)(F)F)O)C)NC1=CC(=NC=C1)NC(=O)C1CC(C1)N1CCN(CC1)C)F